4-(4-cyano-2,6-dimethylphenoxy)-2-((4-cyanophenyl)amino)-7,8-dihydropyrido[4,3-d]pyrimidine-6(5H)-carboxylic acid ethyl ester C(C)OC(=O)N1CC2=C(N=C(N=C2OC2=C(C=C(C=C2C)C#N)C)NC2=CC=C(C=C2)C#N)CC1